[V].N1=CC=C(C=C1)C=CC1=CC=NC=C1 1,2-bis(4-pyridyl)-ethylene vanadium